CC1=NN=C(C2=CC(=CC=C12)N1C[C@H]2N(CC1)C(CC2)=O)N[C@H](C)C2=C(C(=CC=C2)C(F)(F)F)C (S)-2-(1-methyl-4-(((R)-1-(2-methyl-3-(trifluoromethyl)phenyl)ethyl)amino)phthalazin-6-yl)hexahydropyrrolo[1,2-a]pyrazin-6(2H)-one